C(C=C)[Pd-2](=C1N(CCN1C1=C(C=CC=C1C(C)C)C(C)C)C1=C(C=CC=C1C(C)C)C(C)C)Cl allylchloro[1,3-bis(2,6-di-i-propylphenyl)-4,5-dihydroimidazol-2-ylidene]palladium(II)